FC(OC=1C=CC(=C(C1)C1=NN(C=2C[C@@H](CCC12)C(=O)NC1(COC=C1)C)[C@@H]1[C@@H](CCC1)O)F)F (R)-3-(5-(difluoromethoxy)-2-fluorophenyl)-1-((1S,2R)-2-hydroxycyclopentyl)-N-(3-methyl-1,1-thioxol-3-yl)-4,5,6,7-tetrahydro-1H-indazole-6-carboxamide